C(C)(=O)O.C(C)(=O)O.C(C)(=O)OC[C@@H]1O[C@H]([C@@H]([C@H]1CC(=O)O)CC(=O)O)N1N=CC=2C1=NC(=CC2Cl)Cl (2R,3R,4R,5R)-2-(Acetoxymethyl)-5-(4,6-dichloro-1H-pyrazolo[3,4-b]pyridin-1-yl)tetrahydrofuran-3,4-diacetic acid diacetate